S(N)(=O)(=O)C1=CC=C(C=C1)CC(=O)NN (4-sulfamoylphenyl)acethydrazide